The molecule is a 1,4-dialdehyde compound having a hydroxy substituent at the 2-position and a 7-hydroxy-9-methoxy-3,4-dioxo-1,4-dihydro-3H-furo[3,4-c]chromen-6-yl group at the 3-position. It is a dialdehyde and a furochromene. It is a conjugate acid of an aflatoxin B1 dialdehyde(1-). COC1=C2C3=C(C(=O)OC3)C(=O)OC2=C(C(=C1)O)C(C=O)C(C=O)O